O[C@@H](C(=O)[O-])[C@](CC)(C)O (2R,3R)-2,3-dihydroxy-3-methylpentanoate